2-(4-cyclopropyl-6-methoxypyrimidin-5-yl)-5-methyl-8-(3,5-difluoro-4-(1-methyl-4-(trifluoromethyl)-1H-imidazol-2-yl)benzyl)-7,8-dihydropteridin-6(5H)-one C1(CC1)C1=NC=NC(=C1C1=NC=2N(CC(N(C2C=N1)C)=O)CC1=CC(=C(C(=C1)F)C=1N(C=C(N1)C(F)(F)F)C)F)OC